oxo-1,2,3,4-tetrahydroquinoline O=C1NC2=CC=CC=C2CC1